FC(C1=NC(=NO1)C1=CC=C(C=C1)CN1C=2C(=CC=C1)NC(C2)C#N)(F)F 4-[[4-[5-(trifluoromethyl)-1,2,4-oxadiazol-3-yl]phenyl]methyl]-1H-pyrrolo[3,2-b]pyridine-2-carbonitrile